N-((6-((2-fluoropyridin-3-yl)methoxy)-1H-indol-2-yl)methyl)-1-methylcyclopropane-1-carboxamide formate C(=O)O.FC1=NC=CC=C1COC1=CC=C2C=C(NC2=C1)CNC(=O)C1(CC1)C